COC(=O)C1(CC1)NN(C(=O)OC(C)(C)C)C tertbutyl 2-(1-(methoxycarbonyl) cyclopropyl)-1-methylhydrazine-1-carboxylate